methyl (2S)-2-[methoxy-[[4-(trifluoromethyl)-2-pyridyl]carbamoyl]amino]propanoate CON([C@H](C(=O)OC)C)C(NC1=NC=CC(=C1)C(F)(F)F)=O